NC1=CC(C(NC1=NC=1C(=NN2C1C=CC=C2)N2CCN(CC2)C)=NC=2C(=NN1C2C=CC=C1)N1CCN(CC1)C)=N N,N'-(5-Amino-3-iminopyridin-2,6(1H,3H)diyliden)bis[2-(4-methylpiperazin-1-yl)pyrazolo[1,5-a]pyridin-3-amin]